C(C)N(CCOC=1C=CC2=C(C(C=3N(C4=CC(=CC=C4C3C2=O)C)C)(C)C)C1)CC 8-(2-Diethylamino-ethoxy)-3,5,6,6-tetramethyl-5,6-dihydro-benzo[b]carbazol-11-one